C(=CC=CCCCCCCCCCCCCCCCC)[Si](OCC)(OCC)OCC eicosadienyl-triethoxysilane